OC[C@@H]1[C@H](C[C@@H](O1)N1C(N=C(C=C1)NC(OCC1=CC=C(C=C1)C1=NC=CC=C1)=O)=O)OCC1=C(C=CC=C1)[N+](=O)[O-] 4-(pyridin-2-yl)benzyl (1-((2R,4S,5R)-5-(hydroxymethyl)-4-((2-nitrobenzyl)oxy)tetrahydrofuran-2-yl)-2-oxo-1,2-dihydropyrimidin-4-yl)carbamate